C(CCCCCCCCCCCCCCCCC)(=O)N([C@@H](CCC(N)=O)C(=O)O)C(CCCCCCCCCCCCCCCCC)=O.[Na] sodium distearoylglutamine